2-(2,4-dichloro-3-fluorobenzylidene)hydrazine-carboximidamide ClC1=C(C=NNC(N)=N)C=CC(=C1F)Cl